Cl.O1CCNCCC1 1,4-oxazepane-hydrochloride